2-[4-[(3S)-3-(5-methylpyrazin-2-yl)isoxazolidine-2-carbonyl]-1-piperidinyl]pyrimidine-4-carboxamide CC=1N=CC(=NC1)[C@H]1N(OCC1)C(=O)C1CCN(CC1)C1=NC=CC(=N1)C(=O)N